C1(=CC=CC2=C(C=CC=C12)CN1CCOCC1)C1=CC2=CC=CC=C2C=C1 [1,2'-Binaphthalen]-5-ylmethylmorpholine